CC=1C=C(C=O)C=CC1C=O 3-methyl-terephthalaldehyde